C1(CC1)C=1NC(=NN1)C1CC2(CN(C2)C(=O)N2CC3(C2)CN(C3)CC3=C(C=CC=C3)C3=NN(C=N3)COC)C1 [6-(5-cyclopropyl-4H-1,2,4-triazol-3-yl)-2-azaspiro[3.3]heptan-2-yl]-[6-[[2-[1-(methoxymethyl)-1,2,4-triazol-3-yl]phenyl]methyl]-2,6-diazaspiro[3.3]heptan-2-yl]methanone